2-(((1S,9S)-9-ethyl-5-fluoro-9-hydroxy-1,4-dimethyl-10,13-dioxo-1,2,3,9,10,12,13,15-octahydrobenzo[de]pyrano[3',4':6,7]indolizino[1,2-b]quinolin-1-yl)amino)-2-oxoethyl acetate C(C)(=O)OCC(=O)N[C@]1(CCC=2C=3C1=C1C(=NC3C=C(C2C)F)C2=CC3=C(C(N2C1)=O)COC([C@]3(O)CC)=O)C